N-(1H-1,3-benzodiazol-5-ylmethyl)-2-(4-methoxyphenyl)aniline sodium [Na].N1C=NC2=C1C=CC(=C2)CNC2=C(C=CC=C2)C2=CC=C(C=C2)OC